2-(2,6-dioxo-3-piperidinyl)-5-[4-[[4-(piperazin-1-ylmethyl)cyclohexyl]methyl]piperazin-1-yl]isoindoline-1,3-dione O=C1NC(CCC1N1C(C2=CC=C(C=C2C1=O)N1CCN(CC1)CC1CCC(CC1)CN1CCNCC1)=O)=O